10,12-dihydroxystearic acid OC(CCCCCCCCC(=O)O)CC(CCCCCC)O